4-((7-allyl-8-oxo-9-(tetrahydro-2H-pyran-4-yl)-8,9-dihydro-7H-purin-2-yl)amino)-3-methylbenzonitrile C(C=C)N1C(N(C2=NC(=NC=C12)NC1=C(C=C(C#N)C=C1)C)C1CCOCC1)=O